(S)-N-(5-Methyl-4-oxo-7-(8-oxa-2-azaspiro[4.5]decan-2-yl)-2,3,4,5-tetrahydrobenzo[b][1,4]oxazepin-3-yl)-4-phenoxypicolinamid CN1C2=C(OC[C@@H](C1=O)NC(C1=NC=CC(=C1)OC1=CC=CC=C1)=O)C=CC(=C2)N2CC1(CC2)CCOCC1